ClC=1C(=NC=C(C1)C(F)(F)F)CCNC1=NC=NC(=C1Cl)C N-(2-(3-chloro-5-trifluoromethylpyridin-2-yl)ethyl)-5-chloro-6-methylpyrimidin-4-amine